ClC1=CC=C(C=C1)C(C1=CC=C(C=C1)OCCO)=O 4'-chloro-4-hydroxyethoxybenzophenone